N-[4-(2-phenylethynyl)phenyl]acetamide C1(=CC=CC=C1)C#CC1=CC=C(C=C1)NC(C)=O